NC=1C=2N(C=CN1)C(=NC2C2=CC=C(CNC(C1=CC(=NC=C1OC)C)=O)C=C2)C2COCCC2 N-(4-(8-amino-3-(tetrahydro-2H-pyran-3-yl)imidazo[1,5-a]pyrazin-1-yl)benzyl)-5-methoxy-2-methylisonicotinamide